(S)-(1-(2-chlorophenyl)-2-oxocyclohexyl)(methyl)carbamic acid 3-hydroxy-2-(hydroxymethyl)-2-methylpropyl ester OCC(COC(N(C)[C@]1(C(CCCC1)=O)C1=C(C=CC=C1)Cl)=O)(C)CO